C(C)(=O)NC=1N=C2N(N=C(C=C2)C=2C(=NC(=C(C(=O)NCC3=C(C=CC=C3)OC(F)(F)F)C2)OC)C)C1 5-(2-acetamidoimidazo[1,2-b]pyridazin-6-yl)-2-methoxy-6-methyl-N-(2-(trifluoromethoxy)benzyl)nicotinamide